N-[2-(4-{[(3-fluoropyridin-2-yl) methyl]Carbamoyl}-1,3-thiazol-2-yl) ethyl]Carbamate FC=1C(=NC=CC1)CNC(=O)C=1N=C(SC1)CCNC([O-])=O